BrC1=C(C=C(C=C[N+](=O)[O-])C=C1OC)OC 4-bromo-3,5-dimethoxynitrostyrene